ClC1=CC(=C(C=C1)/C(/C(=O)OC)=C/N(C)C)OC methyl (Z)-2-(4-chloro-2-methoxyphenyl)-3-(dimethylamino)acrylate